NC1=NC=CC(=C1Cl)SC=1C(=NC(=CN1)N1CCC2(CC1)C(C=1C(=CSC1)C2)=N)N 3-((2-amino-3-chloropyridin-4-yl)thio)-6-(4-imino-4H,6H-spiro[cyclopenta[c]thiophene-5,4'-piperidin]-1'-yl)pyrazin-2-amine